CC1=CC=C(C=C1)S(=O)(=O)O.N1[C@@H](CC1)[C@H](C)NS(=O)(=O)C N-((S)-1-((S)-azetidin-2-yl)ethyl)methanesulfonamide 4-methylbenzenesulfonate